C1(CC1)N1N=CC=C1C1=C(C#N)C=CC(=N1)C1=CC=C(C=C1)F 2-(1-cyclopropyl-1H-pyrazol-5-yl)-6-(4-fluorophenyl)nicotinonitrile